pipecolic acid N1C(CCCC1)C(=O)O